N1-((trans)-2-(3,4-difluorophenyl)cyclopropyl)cyclohexane-1,4-diamine FC=1C=C(C=CC1F)[C@H]1[C@@H](C1)NC1CCC(CC1)N